methyl 3-chloro-2-methoxy-5,6,7,8-tetrahydro-1-naphthoate ClC=1C(=C(C=2CCCCC2C1)C(=O)OC)OC